2-chloro-1,3,2-benzodioxaphosphinan-4-one ClP1OC2=C(C(O1)=O)C=CC=C2